C1(=CC=CC=C1)C1(CC(=NO1)C(=O)NS(=O)(=O)C1=C(C=CC=C1)C(F)(F)F)C1=CC=CC=C1 5,5-diphenyl-N-((2-(trifluoromethyl)phenyl)sulfonyl)-4,5-dihydroisoxazole-3-carboxamide